FC1(CC(NCC1)COC=1C=C2CN(C(C2=CC1)=O)C1C(NC(CC1)=O)=O)F 3-(5-((4,4-Difluoropiperidin-2-yl)methoxy)-1-oxoisoindolin-2-yl)piperidine-2,6-dione